C(CCC)NCCCCNCCCC N,N'-dibutyl-butylenediamine